ClC1=CC=C(C=C1)NC(NN)=S 4-(4-chlorophenyl)thiosemicarbazide